ClC1=C(C=C(OCC(=O)NC23CC(C2)(C3)NC(=O)[C@@H]3NC2=CC=CC=C2C3)C=C1)F (2R)-N-{3-[2-(4-chloro-3-fluorophenoxy)acetamido]bicyclo[1.1.1]pentan-1-yl}-2,3-dihydro-1H-indole-2-carboxamide